ClC1=C(C(=O)OC)C=C(C=C1)OC=1NC=2C(=NC(=C(C2)Cl)C2=CC=C(C=C2)C2=CC=C(C=C2)CN2CC(C2)COCCO)N1 methyl 2-chloro-5-((6-chloro-5-(4'-((3-((2-hydroxyethoxy)methyl)azetidin-1-yl)methyl)-[1,1'-biphenyl]-4-yl)-1H-imidazo[4,5-b]pyridin-2-yl)oxy)benzoate